C(C=C)C1=C2C=CNC2=CC(=C1OC=1C=CC(=C(C#N)C1)F)F 5-((4-allyl-6-fluoro-1H-indol-5-yl)oxy)-2-fluorobenzonitrile